FC=1C=C(C=C(C1)F)[C@@H]1CC[C@H]2OC3(C(N21)=O)CCN(CC3)C(C3=CN=CC=C3)=O (5'S,7a'R)-5'-(3,5-difluoro-phenyl)-1-nicotinoyltetra-hydro-3'H-spiro[piperidine-4,2'-pyrrolo[2,1-b]oxazol]-3'-one